4-amino-3,4-dihydro-2H-benzo[b][1,4]oxazine NN1C2=C(OCC1)C=CC=C2